COC(=O)C=1C(N(C2=NC(=CC=C2C1O)OC(F)F)C1=CC=C(C=C1)NC(=O)OC(C)(C)C)=O 1-(4-((tert-butyloxycarbonyl)amino)phenyl)-7-(difluoromethoxy)-4-hydroxy-2-oxo-1,2-dihydro-1,8-naphthyridine-3-carboxylic acid methyl ester